2,6-Dimethylheptacosane CC(C)CCCC(CCCCCCCCCCCCCCCCCCCCC)C